N-(3-bromo-4-fluorophenyl)-N'-hydroxy-4-((2-(5-carbonylpyrrolidin-2-yl)ethyl)amino)-1,2,5-oxadiazole-3-formamidine BrC=1C=C(C=CC1F)NC(=NO)C1=NON=C1NCCC1NC(CC1)=C=O